1-(2-Hydroxy-4-phenylmethoxyphenyl)-3-(4-methoxyphenyl)prop-2-en-1-one OC1=C(C=CC(=C1)OCC1=CC=CC=C1)C(C=CC1=CC=C(C=C1)OC)=O